7-bromo-2,3-dihydrobenzofuran-3-amine BrC1=CC=CC=2C(COC21)N